5-chloro-2-({[(6-methylpyridin-3-yl)methyl]amino}methyl)-7,8-dihydro-6H-spiro[[1,3]oxazolo[5,4-f]quinazoline-9,1'-cyclohexan]-7-one ClC=1C=C2C(=C3C1NC(NC31CCCCC1)=O)OC(=N2)CNCC=2C=NC(=CC2)C